[Zr].[Ti].[O] oxygen titanium zirconium